C(CCCCCCCCCCCCCCC)(=O)OC[C@@H](OC(CCCCCCCCC#CC#CCCCCCCCCCC)=O)COP(=O)([O-])OCC[N+](C)(C)C 1-palmitoyl-2-(10,12-tricosadiynoyl)-sn-glycero-3-phosphocholine